COC(C1=C(N=CC(=C1)C1=CC=C(C=C1)[C@]12CN(C[C@@H]2C1)C1CCC(CC1)(F)F)N)=O 2-amino-5-(4-((1S,5R)-3-(4,4-difluorocyclohexyl)-3-azabicyclo[3.1.0]Hex-1-yl)phenyl)nicotinic acid methyl ester